C(#N)C1(CCC1)C(=O)NC1=CNC2=CC=C(C=C12)C=1C=NN(C1)C1=CC=C(C=C1)C(F)(F)F 1-cyano-N-(5-{1-[4-(trifluoromethyl)phenyl]-1H-pyrazol-4-yl}-1H-indol-3-yl)cyclobutane-1-carboxamide